FC1=CC(=C(C=C1)CN1C=NC(=C1)C1=NC=CC(=C1)C=1N=NNC1C(F)(F)F)C 2-{1-[(4-fluoro-2-methylphenyl)methyl]-1H-imidazol-4-yl}-4-[5-(trifluoromethyl)-1H-1,2,3-triazol-4-yl]pyridine